NCC#CC=1C=C(C=C(C1)C(F)(F)F)N1CCN(CC1)S(=O)(=O)C1=CC=C(C=C1)NC(C1=C(C=CC=C1)N(S(=O)(=O)C)C)=O N-(4-((4-(3-(3-aminoprop-1-yn-1-yl)-5-(trifluoromethyl)phenyl)piperazin-1-yl)sulfonyl)phenyl)-2-(N-methylmethylsulfonamido)benzamide